(S)-3-((3-Fluoro-4-(1-(piperidin-4-ylmethyl)piperidin-4-yl)phenyl)amino)piperidine-2,6-dione FC=1C=C(C=CC1C1CCN(CC1)CC1CCNCC1)N[C@@H]1C(NC(CC1)=O)=O